N1(CCNCC1)CCCN1C=CC2=CC=C(C=C12)C=1SC=C(N1)CC(=O)NCC(=O)O (2-(2-(1-(3-(Piperazin-1-yl)Propyl)-1H-Indol-6-yl)Thiazol-4-yl)Acetyl)Glycine